5-(1-(benzyloxy)-2-methylpropan-2-yl)-1,3,4-thiadiazol-2-amine C(C1=CC=CC=C1)OCC(C)(C)C1=NN=C(S1)N